FC1=C(C=C(C=C1)[N+](=O)[O-])C(C(=O)N)C 2-(2-fluoro-5-nitrophenyl)propanamide